OC[C@@H]1N(CCNC1)C(=O)OC(C)(C)C tert-butyl (R)-2-(hydroxymethyl)piperazin-1-carboxylate